1,19-dihydroxy-9-methylnonadecan-10-one OCCCCCCCCC(C(CCCCCCCCCO)=O)C